ClC1=CC=C(S1)C(=O)N[C@H](C(=O)NC=1C(N(C=CC1)CC(=O)NC1C2CC3CC(CC1C3)C2)=O)CCC(C(=O)NC)=O (S)-2-(5-chlorothiophene-2-carboxamido)-N1-(1-(2-(2-adamantylamino)-2-oxoethyl)-2-oxo-1,2-dihydropyridin-3-yl)-N6-methyl-5-oxohexanediamide